FC1=CC=C(C=C1)SC1=CC2=C([C@@H](CCO2)CNC=2C=NC=CC2C(=O)O)C=C1 3-({[(4R)-7-[(4-fluorophenyl)thio]-3,4-dihydro-2H-1-benzopyran-4-yl]methyl}amino)pyridine-4-carboxylic acid